6-[4-(5-Formylpyridin-2-yl)-2,3-dihydroindol-1-yl]-N-[(1R,2R)-2-methoxycyclobutyl]-8-(methylamino)imidazo[1,2-b]pyridazine-3-carboxamide C(=O)C=1C=CC(=NC1)C1=C2CCN(C2=CC=C1)C=1C=C(C=2N(N1)C(=CN2)C(=O)N[C@H]2[C@@H](CC2)OC)NC